C(C)C1=C(C=CC=C1)[C@]1(C[C@@H]2[C@H](N(OC2(C)C)C)[C@H](C1)C)C |r| rac-(3aR,5R,7S,7aR)-5-(2-ethylphenyl)-1,3,3,5,7-pentamethylOctahydro-benzo[c]isoxazole